3-((S)-1-hydroxypropan-2-yl)-8-(1-methylpiperidin-3-yl)-6-(6-(trifluoromethyl)pyridin-3-yl)pyrido[3,4-d]pyrimidin-4(3H)-one OC[C@H](C)N1C=NC2=C(C1=O)C=C(N=C2C2CN(CCC2)C)C=2C=NC(=CC2)C(F)(F)F